3-(3-fluorophenyl)-1-methyl-6-((4-(1-(1-phenylethyl)-1H-benzo[d]imidazol-2-yl)piperidin-1-yl)methyl)-1H-indazole FC=1C=C(C=CC1)C1=NN(C2=CC(=CC=C12)CN1CCC(CC1)C1=NC2=C(N1C(C)C1=CC=CC=C1)C=CC=C2)C